C(C1=CC=CC=C1)[C@@H](C(=O)N[C@H](C(=O)O)C)CN(C=O)O (S)-2-((R)-2-benzyl-3-(N-hydroxyformamido)propanamido)propanoic Acid